Pentadecafluorooctyl-5-norbornene-2-carboxylate C1C2CC(C1C=C2)C(=O)OCC(C(C(C(C(C(C(F)(F)F)(F)F)(F)F)(F)F)(F)F)(F)F)(F)F